C[C@H]1CC[C@@H](N(C1)C(C(=O)NC=1C=C(C=NC1)C(=O)N)=O)C1=CC=C(C=C1)C=1SC=CN1 |r| rac-5-[[2-[(2R,5S)-5-Methyl-2-(4-thiazol-2-ylphenyl)-1-piperidyl]-2-oxo-acetyl]amino]pyridine-3-carboxamide